2-cyclopropyl-2-azaspiro[3.5]nonan C1(CC1)N1CC2(C1)CCCCC2